BrC1=CC(=C(NC(C(C)NC(OC(C)(C)C)=O)=O)C(=C1)NC(C)C)F tert-butyl (1-{4-bromo-2-fluoro-6-[(propan-2-yl)amino]anilino}-1-oxopropan-2-yl)carbamate